6,8-difluoro-3,4-dihydronaphthalen-1(2H)-one FC=1C=C2CCCC(C2=C(C1)F)=O